n-butyl 6-fluoro-9H-pyrido[3,4-b]indole-1-carboxylate FC=1C=C2C3=C(NC2=CC1)C(=NC=C3)C(=O)OCCCC